tert-butyl N-[[4-[3-chloro-4-[2-chloro-3-[2,4-difluoro-3-[(2-hydroxyethylamino)methyl]anilino]phenyl]-2-pyridyl]-2-methoxy-phenyl]methyl]-N-[[(2S)-5-oxopyrrolidin-2-yl]methyl]carbamate ClC=1C(=NC=CC1C1=C(C(=CC=C1)NC1=C(C(=C(C=C1)F)CNCCO)F)Cl)C1=CC(=C(C=C1)CN(C(OC(C)(C)C)=O)C[C@H]1NC(CC1)=O)OC